(1r,3s,5s)-8-[5-(5-fluoro-2-methoxypyridin-4-yl)-1H-pyrazole-3-carbonyl]-8-azabicyclo[3.2.1]octane-3-carboxylic acid benzyl ester C(C1=CC=CC=C1)OC(=O)C1C[C@H]2CC[C@@H](C1)N2C(=O)C2=NNC(=C2)C2=CC(=NC=C2F)OC